C(CC)(=O)C=1C=C2C=CC(=CC2=CC1)N(C)C 6-propionyl-2-dimethylaminonaphthalene